[Cu].C1(CC1)C=1C=C(OC2CN(C2)C(=O)N2CC3(C2)CC(C3)C=3C=NC(=CC3)C(F)(F)F)C=CC1C(F)(F)F [3-[3-cyclopropyl-4-(trifluoromethyl)phenoxy]azetidin-1-yl]-[6-[6-(trifluoromethyl)-3-pyridyl]-2-azaspiro[3.3]heptan-2-yl]methanone Copper